ClC=1C=CC(=C(C1)O)I 5-chloro-2-iodophenol